BrC1=NC(=CC=2OCC(NC21)=O)Br 5,7-Dibromo-2H-pyrido[4,3-b][1,4]oxazine-3(4H)-one